CC(C(C)S)C 3-Methyl-2-butanthiol